propyl-1-azabicyclo[2.2.2]octanium C(CC)[N+]12CCC(CC1)CC2